2-((2-hydroxyethyl)amino)-1-phenylpropane-1-ol OCCNC(C(O)C1=CC=CC=C1)C